4-propan-2-ylcyclohexane-1-carboxylic acid CC(C)C1CCC(CC1)C(=O)O